BrC=1C(=NC=CC1)NNC(=O)C1CC1 N'-(3-bromopyridin-2-yl)cyclopropanecarbohydrazide